CC1=CC=C(C=C1)C#CC=1N(C2=CC=CC=C2C1)C 2-((4-methylphenyl)ethynyl)-1-methyl-1H-indole